5-chloro-2-{[(1R)-1-(4-chlorophenyl)-7-fluoro-5-[1-hydroxy-1-(1-methylpiperidin-4-yl)ethyl]-1-methoxy-3-oxo-2,3-dihydro-1H-isoindol-2-yl]methyl}benzoic acid ClC=1C=CC(=C(C(=O)O)C1)CN1[C@@](C2=C(C=C(C=C2C1=O)C(C)(C1CCN(CC1)C)O)F)(OC)C1=CC=C(C=C1)Cl